C(C)(=O)N1C=C(C2=CC(=CC=C12)C)CCNC(C1=NC=CC=C1)=O N-(2-(1-acetyl-5-methyl-1H-indol-3-yl)ethyl)picolinamide